NC1=C(C=C(C=N1)C=1C=NC=C(C1)F)C(=O)N[C@H]1COC[C@@H]1OCC1=CC=C(C=C1)C=1C=C2C(CN(C2=CC1)C1CCN(CC1)CCO)(C)C 6-amino-5'-fluoro-N-{(3S,4R)-4-[(4-{1-[1-(2-hydroxyethyl)piperidin-4-yl]-3,3-dimethyl-2,3-dihydro-1H-indol-5-yl}phenyl)methoxy]oxolan-3-yl}[3,3'-bipyridine]-5-carboxamide